C(C)(C)(C)OC(=O)NN1CC(CC1)C(=O)[O-] ([(tert-butoxy)carbonyl]amino)pyrrolidine-3-carboxylate